O=C1N(CC2=CC(=CC=C12)C1CCN(CC1)CC=1C=CC2=CN(N=C2C1)C=1C=NC=CC1)C1C(NC(CC1)=O)=O 3-(1-Oxo-5-(1-((2-(pyridin-3-yl)-2H-indazol-6-yl)methyl)piperidin-4-yl)isoindolin-2-yl)piperidine-2,6-dione